3-((1,3-dioxoisoindolin-2-yl)methyl)-4,4-difluoro-5-methylpiperidine-1-carboxylic acid benzyl ester C(C1=CC=CC=C1)OC(=O)N1CC(C(C(C1)C)(F)F)CN1C(C2=CC=CC=C2C1=O)=O